O[C@@H]1C([C@@H]2CC[C@]3([C@@]4(CC[C@@]5([C@@H]([C@H]4CC[C@@H]3[C@]2(CC1)C)[C@@H](CC5)C(=C)C)NC(OC(C)(C)C)=O)C)C)(C)C tert-butyl ((1R,3aS,5aR,5bR,7aR,9S,11aR,11bR,13aR,13bR)-9-hydroxy-5a,5b,8,8,11a-pentamethyl-1-(prop-1-en-2-yl)icosahydro-3aH-cyclopenta[a]chrysen-3a-yl)carbamate